2-nitro-5-(4,4,5,5-tetramethyl-1,3,2-dioxaborolan-2-yl)pyridine [N+](=O)([O-])C1=NC=C(C=C1)B1OC(C(O1)(C)C)(C)C